3-(6-Chloro-3-methyl-1H-pyrazolo[4,3-c]pyridin-1-yl)-4-(difluoromethoxy)benzenethiol ClC1=CC2=C(C=N1)C(=NN2C=2C=C(C=CC2OC(F)F)S)C